Di(oleyl)thiodipropionate C(CCCCCCC\C=C/CCCCCCCC)OC(CCSCCC(=O)OCCCCCCCC\C=C/CCCCCCCC)=O